C(C)C1=CC=C(C=C1)S(=O)(=O)C=1C=NC2=CC=C(C=C2C1N1CCCCC1)OC 3-((4-ethylphenyl)sulfonyl)-6-methoxy-4-(piperidin-1-yl)quinoline